3-(5-([1,4'-bipiperidin]-4-ylethynyl)pyridin-2-yl)piperidine-2,6-dione N1(CCC(CC1)C#CC=1C=CC(=NC1)C1C(NC(CC1)=O)=O)C1CCNCC1